OC(CCCOC1=CC=2N(C=C1)C(=CN2)C(=O)OCC)(C)C ethyl 7-((4-hydroxy-4-methylpentyl)oxy)imidazo[1,2-a]pyridine-3-carboxylate